CN[C@@H](C)C(=O)[O-] N-methyl-L-alaninate